6-[2,6-difluoro-4-(methylsulfinyl)phenyl]-5-fluoropyridine-2-carboxylic acid methyl ester COC(=O)C1=NC(=C(C=C1)F)C1=C(C=C(C=C1F)S(=O)C)F